NC=1C=C(C=C(C1)C(F)(F)F)[C@@H](C)NC=1C2=C(N=C(N1)C)N=C(C(=C2)C(N(C)C)=O)N2CC(CC2)C(=O)O 1-(4-((R)-1-(3-amino-5-(trifluoromethyl)phenyl)ethylamino)-6-(dimethylcarbamoyl)-2-methylpyrido[2,3-d]pyrimidin-7-yl)pyrrolidine-3-carboxylic acid